C(#N)C1=CC=C(C=C1)C=1C=NN2C1C=CC(=C2)C(=O)NCC2=NC=1C(=NC=CC1)N2 3-(4-Cyanophenyl)-N-(3H-imidazo[4,5-b]pyridin-2-ylmethyl)pyrazolo[1,5-a]pyridine-6-carboxamide